O=C1N(CCOC1)[C@H]1C(=NN(C1)C(=O)N[C@H](C)C=1C=NC(=NC1)C(F)(F)F)C1=CC=C(C=C1)F (R)-4-(3-oxomorpholin-4-yl)-3-(4-fluorophenyl)-N-((R)-1-(2-(trifluoromethyl)pyrimidin-5-yl)ethyl)-4,5-dihydro-1H-pyrazole-1-carboxamide